1-(2-(4,4-difluoropiperidin-1-yl)ethyl)piperazin-2-one FC1(CCN(CC1)CCN1C(CNCC1)=O)F